4-pentyloxymethoxy-1-methylbutylmagnesium chloride C(CCCC)OCOCCCC(C)[Mg]Cl